3-(((7-(2-aminopyrimidin-4-yl)-2,3-dihydrofuro[3,2-c]pyridin-4-yl)amino)methyl)-5-fluoro-N-((7-(2-methoxyethyl)-7-azaspiro[3.5]nonan-2-yl)methyl)benzamide NC1=NC=CC(=N1)C=1C2=C(C(=NC1)NCC=1C=C(C(=O)NCC3CC4(C3)CCN(CC4)CCOC)C=C(C1)F)CCO2